(4-((N-methylacetamido)methyl)benzyl)-2-oxo-2,3-dihydro-1H-benzo[d]imidazole-1-carboxylic acid tert-butyl ester C(C)(C)(C)OC(=O)N1C(N(C2=C1C=CC=C2)CC2=CC=C(C=C2)CN(C(C)=O)C)=O